1,3,5-Triaminoadamantane NC12CC3(CC(CC(C1)C3)(C2)N)N